tert-butyl (6-chloro-3-isopropylimidazo[1,2-b]pyridazin-8-yl)(2-ethoxybenzyl)carbamate ClC=1C=C(C=2N(N1)C(=CN2)C(C)C)N(C(OC(C)(C)C)=O)CC2=C(C=CC=C2)OCC